3-(2-(((6-bromopyrimidin-4-yl)amino)methyl)-6-cyclopropylimidazo[1,2-a]pyridin-8-yl)-1-methylazetidin-3-ol BrC1=CC(=NC=N1)NCC=1N=C2N(C=C(C=C2C2(CN(C2)C)O)C2CC2)C1